FC(OC=1C=CC=C2C=NNC12)(F)F 7-(trifluoromethoxy)-1H-indazol